2,4,5-trimethyl-N-[(5-phenyl-1,3,4-thiadiazol-2-yl)methyl]furan-3-carboxamide CC=1OC(=C(C1C(=O)NCC=1SC(=NN1)C1=CC=CC=C1)C)C